6-[2-amino-9-[(4-nitrophenyl)methyl]purin-6-yl]pyridine-2-carbonitrile NC1=NC(=C2N=CN(C2=N1)CC1=CC=C(C=C1)[N+](=O)[O-])C1=CC=CC(=N1)C#N